C1=CC=CC=2C3=CC=CC=C3C(C12)COC(=O)N([C@@](C(=O)O)([C@H](C)C1=CC=CC=C1)OC)C (2S,3R)-2-[9H-fluoren-9-yl-methoxycarbonyl(methyl)amino]-3-phenyl-methoxybutanoic acid